4-amino-N-(2,2,2-trifluoroethyl)-N-(2-(trifluoromethyl)-6,7-dihydro-5H-cyclopenta[b]pyridin-5-yl)imidazo[1,5-a]quinoxaline-8-carboxamide NC=1C=2N(C3=CC(=CC=C3N1)C(=O)N(C1CCC3=NC(=CC=C31)C(F)(F)F)CC(F)(F)F)C=NC2